2-hexadienyl-2-oxazoline C(=CC=CCC)C=1OCCN1